O1C2(OCC1)CCC1(CC2)CNC2=CC=CC=C21 dispiro[indoline-3,1-cyclohexane-4',2''-[1,3]dioxolane]